4-(benzylthio)thiophene-3-carbonitrile C(C1=CC=CC=C1)SC=1C(=CSC1)C#N